C(C=C)(=O)N1[C@H](CN(CC1)CC1=CC=C(C=C1)[C@H](C)NC=1N=CC2=C(N1)N(C(C=C2)=O)CC)C 2-{[(1S)-1-(4-{[(3S)-4-Acryloyl-3-methylpiperazin-1-yl]methyl}phenyl)ethyl]amino}-8-ethylpyrido[2,3-d]pyrimidin-7(8H)-on